(S)-2-(5-(4-cyanophenyl)isoindoline-2-carbonyl)pyrrolidine-1-carbonitrile C(#N)C1=CC=C(C=C1)C=1C=C2CN(CC2=CC1)C(=O)[C@H]1N(CCC1)C#N